S(=O)(=O)(O)CC(C(=O)[O-])(SSC(C(=O)[O-])(CS(=O)(=O)O)N1C(CCC1=O)=O)N1C(CCC1=O)=O dithiobis[sulfosuccinimidyl propionate]